NC1=CC(=C(C=C1)C1=CN=C(S1)[C@@H]1CC[C@H](CC1)NC(OC1CC1)=O)S(NCC)(=O)=O cyclopropyl trans-N-[4-[5-[4-amino-2-(ethylsulfamoyl) phenyl]thiazol-2-yl] cyclohexyl]carbamate